NC1=C(C=C(C=N1)NC(C(=O)N1[C@@H](CC([C@H](C1)C)(F)F)C=1C=NC(=CC1)C)=O)CC N-(6-amino-5-ethyl-3-pyridyl)-2-[(2S,5S)-4,4-difluoro-5-methyl-2-(6-methyl-3-pyridyl)-1-piperidyl]-2-oxo-acetamide